The molecule is an optically active version of thioproline having L-configuration. It has a role as a metabolite. It is a thiazolidinemonocarboxylic acid and a thioproline. C1[C@H](NCS1)C(=O)O